vinylidendichloride C(=C)(Cl)Cl